2-(4-bromophenyl)ethanol BrC1=CC=C(C=C1)CCO